2-((4-octylpyridin-2-yl)methyl)acrylic acid trifluoroacetic acid salt FC(C(=O)O)(F)F.C(CCCCCCC)C1=CC(=NC=C1)CC(C(=O)O)=C